CN(CCCCCCCCCCCCCCCCCC)C Dimethyl-stearyl-amine